COC=1C(=NC=CC1)OCC1=C(C=CC=C1)/C(/C(=O)OC)=C\OC methyl (E)-2-[2-(3-methoxy-pyridin-2-yloxymethyl) phenyl]-3-methoxyacrylate